C1(=C2C(=C3C(=C1)O3)O2)S bisepoxyphenyl mercaptan